COC1=C(C=O)C(=CC(=C1)C1=CN(C(C2=CC(=NC=C12)NC)=O)C)OC 2,6-dimethoxy-4-[2-methyl-7-(methylamino)-1-oxo-2,6-naphthyridin-4-yl]benzaldehyde